N-(3-((R/S)-1-(((R)-tert-butylsulfinyl)amino)ethyl)-5-(difluoromethyl)phenyl)acetamide C(C)(C)(C)[S@@](=O)N[C@H](C)C=1C=C(C=C(C1)C(F)F)NC(C)=O |&1:7|